C(C)N(CCCN(CCOC(OC(CCCCC(=O)OCC(CCCCCC)CCCCCC)CCCCC)=O)CCOC(OC(CCCCC(=O)OCC(CCCCCC)CCCCCC)CCCCC)=O)CC Bis(2-hexyloctyl) 12-(3-(diethylamino) propyl)-8,16-dioxo-6,18-dipentyl-7,9,15,17-tetraoxa-12-azatricosanedioate